4-((2-(6,8-dioxa-2-azaspiro[3.5]nonan-7-yl)ethyl)((1-methyl-1H-indazol-5-yl)methyl)amino)benzonitrile C1NCC12COC(OC2)CCN(C2=CC=C(C#N)C=C2)CC=2C=C1C=NN(C1=CC2)C